trimethylene bis(thiotosylate) S(=S)(=O)(OCCCOS(=S)(=O)C1=CC=C(C)C=C1)C1=CC=C(C)C=C1